tert-butyl-4-[[2-[5-chloro-2-hydroxy-4-(pyrrolidin-1-ylmethyl)phenyl]acetyl]amino]pyridine-2-carboxamide C(C)(C)(C)C=1C(=NC=CC1NC(CC1=C(C=C(C(=C1)Cl)CN1CCCC1)O)=O)C(=O)N